(trans-4-(trifluoromethyl)cyclohexyl)(2-(trifluoromethyl)thiazol-4-yl)methylamine hydrochloride Cl.FC([C@@H]1CC[C@H](CC1)NCC=1N=C(SC1)C(F)(F)F)(F)F